[N].NC(C(=O)O)CC[Se]CCC(=O)NCC1=CC=CC=C1 2-amino-4-((3-(benzylamino)-3-oxopropyl)seleno)butyric acid nitrogen